ClC1=NC=C(C(=C1)C1=C(C=NC(=C1)C)C(=O)\N=C\1/SC2=C(N1COC(CCC(=O)O)=O)CN(C2)C(C2=NC=C(C=C2)C(F)F)=O)OC (Z)-4-((2-((2'-chloro-5'-methoxy-6-methyl-[4,4'-bipyridine]-3-carbonyl)imino)-5-(5-(difluoromethyl)picolinoyl)-5,6-dihydro-2H-pyrrolo[3,4-d]thiazol-3(4H)-yl)methoxy)-4-oxobutanoic acid